4-Bromo-2-chloro-6-fluoroaniline BrC1=CC(=C(N)C(=C1)F)Cl